N[C@H]1CN(CCC1)C(=O)C=1C=C(C=2N(C1)N=C(C2C)C2=CC=1C(=NC(=CC1)C1=C(C=CC=C1)N1C(NCC1)=O)N2CC2CC2)F 2-(2-{6-[(3R)-3-aminopiperidine-1-carbonyl]-4-fluoro-3-methylpyrazolo[1,5-a]pyridin-2-yl}-1-(cyclopropylmethyl)-1H-pyrrolo[2,3-b]pyridin-6-yl)phenyl-imidazolidin-2-one